NCC1=CC(=C2CC3CC4[C@@H](C(=C(C([C@]4(C(=C3C(C2=C1O)=O)O)O)=O)C(=O)N)O)N(C)C)N(C)C (4S,12aS)-9-(aminomethyl)-4,7-bis(dimethylamino)-3,10,12,12a-tetrahydroxy-1,11-dioxo-4a,5,5a,6-tetrahydro-4H-tetracene-2-carboxamide